sodium thionaphthalenesulfonate C1(=CC=CC2=CC=CC=C12)S(=O)(=S)[O-].[Na+]